COC=1C(=NC=CC1C1=NOC(=N1)CN1CCOCC1)NC1=C(N=NC(=C1)NC(CC)=O)C(=O)NC([2H])([2H])[2H] 4-[(3-methoxy-4-{5-[(morpholin-4-yl)methyl]-1,2,4-oxadiazol-3-yl}pyridin-2-yl)amino]-N-(2H3)methyl-6-propanamidopyridazine-3-carboxamide